tert-butyl 4-([6-chloro-4-(methylamino) pyridazin-3-yl] ethynyl)-4-hydroxypiperidine-1-carboxylate ClC1=CC(=C(N=N1)C#CC1(CCN(CC1)C(=O)OC(C)(C)C)O)NC